The molecule is dicarboxylate anion of 2-hydroxy-3-oxoadipic acid; major species at pH 7.3. It is a conjugate base of a 2-hydroxy-3-oxoadipic acid. C(CC(=O)[O-])C(=O)C(C(=O)[O-])O